7-(bromomethyl)-5-(2-fluorophenoxy)-3-methylquinoxalin-2(1H)-one BrCC1=CC(=C2N=C(C(NC2=C1)=O)C)OC1=C(C=CC=C1)F